(4S)-4-{[(tert-Butyldimethylsilyl)oxy]methyl}-1-(5-hydroxypyrimidin-2-yl)imidazolin-2-one [Si](C)(C)(C(C)(C)C)OC[C@H]1NC(N(C1)C1=NC=C(C=N1)O)=O